((5-cyclopropyl-1H-pyrazol-3-yl)methyl)-6-(phenylsulfonyl)phthalazin-1(2H)-one C1(CC1)C1=CC(=NN1)CN1C(C2=CC=C(C=C2C=N1)S(=O)(=O)C1=CC=CC=C1)=O